C(\C=C/CCCCC)(=O)OCC cis-ethyl octenoate